3-Nitro-1,6-dihydro-7H-pyrrolo[2,3-c]pyridin-7-one [N+](=O)([O-])C1=CNC=2C(NC=CC21)=O